(2S)-1-{[2-(2-Methylbiphenyl-3-yl)-1,3-benzoxazol-6-yl]methyl}piperidin CC1=C(C=CC=C1C=1OC2=C(N1)C=CC(=C2)CN2CCCCC2)C2=CC=CC=C2